C(C)(C)(C)[Si](C)(C)OCCOC1=C(C=C(C=C1C)I)C tert-butyl-(2-(4-iodo-2,6-dimethylphenoxy)ethoxy)dimethylsilane